2-phenylethyl isovalerate C(CC(C)C)(=O)OCCC1=CC=CC=C1